3,5-di-tert-butyl-4-hydroxylphenyl-propionic acid isooctyl ester C(CCCCC(C)C)OC(C(C)C1=CC(=C(C(=C1)C(C)(C)C)O)C(C)(C)C)=O